4-bromo-7-chlorobenzo[b]thiophene-3-carbaldehyde BrC1=CC=C(C=2SC=C(C21)C=O)Cl